ClC=1C=CC=2C(C3=CC=C(C=C3C2C1)Cl)=NO 3,6-dichloro-9H-fluoren-9-one oxime